Mesyl Fluoride S(=O)(=O)(C)F